OCCCCN1C(C2=CC=CC=C2C1=O)=O 2-(4-hydroxybutyl)isoindoline-1,3-dione